2-(7-hydroxy-2-oxaspiro[3.5]nonan-7-yl)ethan-1-one OC1(CCC2(COC2)CC1)CC=O